[[3-(trifluoromethyl)benzoyl]amino]-4,5-dihydropyrazolo[3,4-b]pyridine-3-carboxylic acid FC(C=1C=C(C(=O)NC2C=3C(=NCC2)N=NC3C(=O)O)C=CC1)(F)F